OC=1C=CC(=NC1)N1CC(C1)CC1CCN(CC1)C(=O)OC(C)(C)C tert-butyl 4-[[1-(5-hydroxy-2-pyridyl)azetidin-3-yl]methyl]piperidine-1-carboxylate